benzyl (E)-2-methylpent-2-enoate C/C(/C(=O)OCC1=CC=CC=C1)=C\CC